3-((1,1-difluorohexyl)oxy)-4-(1-(methyl-d3)-1,2,5,6-tetrahydro-pyridin-3-yl-2,2,6,6-d4)-1,2,5-thiadiazole FC(CCCCC)(F)OC1=NSN=C1C=1C(N(C(CC1)([2H])[2H])C([2H])([2H])[2H])([2H])[2H]